1-(2-bromo-6-methoxybenzo[d]thiazol-4-yl)-2-phenylethanol BrC=1SC2=C(N1)C(=CC(=C2)OC)C(CC2=CC=CC=C2)O